ClC1=NC=C(C(=N1)NC1=CC=C(C=C1)C(=O)N1CCOCC1)C(=O)NC 2-chloro-N-methyl-4-((4-(morpholine-4-carbonyl)phenyl)amino)pyrimidine-5-carboxamide